C1=CC=CC=2OC(C3=C(CC21)C=CC=C3)CNC(OC(C)(C)C)=O tert-butyl ((6,11-dihydrodibenzo[b,e]oxepin-6-yl)methyl)carbamate